C1=CC=C(C=2CC3=C4C(C12)=CC=C(C=C4)C3)C(=O)[O-] 6,9-methanocyclohepta[a]naphthalene-4-carboxylate